C(#N)[C@H]1N(CSC1)C(CNC(=O)C1=CC=NC2=CC=C(C=C12)N1CC(OCC1)(F)F)=O (R)-N-(2-(4-Cyanothiazolidin-3-yl)-2-oxoethyl)-6-(2,2-difluoromorpholino)-quinoline-4-carboxamide